P(=O)(OC=CCCCC)(OC=CCCCC)OC=CCCCC trihexenyl phosphate